NCC1=CC=C(C=C1)CCCCC(=O)N[C@H](C(=O)N1[C@@H](C[C@H](C1)O)C(=O)NCC1=CC=C(C=C1)C1=C(N=CS1)C)C(C)(C)C (2S,4R)-1-[(2S)-2-[5-[4-(aminometh-yl)phenyl]pentan-amido]-3,3-dimethylbutanoyl]-4-hydroxy-N-[[4-(4-methyl-1,3-thiazol-5-yl)phenyl]meth-yl]pyrrolidine-2-carboxamide